diphenylamine methanesulfinate CS(=O)O.C1(=CC=CC=C1)NC1=CC=CC=C1